(S)-4-(3-((benzyloxy)methyl)-4-ethyl-5-oxo-4,5-dihydro-1H-1,2,4-triazol-1-yl)-5-fluoro-2-(pentan-2-ylamino)benzonitrile C(C1=CC=CC=C1)OCC1=NN(C(N1CC)=O)C1=CC(=C(C#N)C=C1F)N[C@@H](C)CCC